cis-3-[4-(4,5-dichloro-6-oxo-pyridazin-1-yl)cyclohexyl]-1H-benzimidazol-2-one ClC=1C=NN(C(C1Cl)=O)[C@H]1CC[C@H](CC1)N1C(NC2=C1C=CC=C2)=O